1,3-diethyltetramethyl-disilazane C(C)[Si](N[Si](CC)(C)C)(C)C